1,5-naphthalenedicarboxylic acid diglycidyl ester C(C1CO1)OC(=O)C1=CC=CC=2C(=CC=CC12)C(=O)OCC1CO1